cis-tert-butyl-3-(((benzyloxy)carbonyl)amino)cyclohexane-1-carboxylate C(C)(C)(C)OC(=O)[C@@H]1C[C@@H](CCC1)NC(=O)OCC1=CC=CC=C1